4-[2-(N-(3,3-difluorocyclohexyl)-2-fluoro-anilino)-2-oxo-ethyl]-1-(indoline-1-carbonyl)piperidine-4-carboxylic acid FC1(CC(CCC1)N(C1=C(C=CC=C1)F)C(CC1(CCN(CC1)C(=O)N1CCC2=CC=CC=C12)C(=O)O)=O)F